ethyl 3-((5-chloro-4-methylpyridin-3-yl) amino)-2,2-difluoropropanoate ClC=1C(=C(C=NC1)NCC(C(=O)OCC)(F)F)C